tert-butyl (exo)-6-[(6-[4-[1-(oxan-2-yl)pyrazol-4-yl]-1,3-benzothiazol-7-yl]pyridazin-3-yl)amino]-3-azabicyclo[3.1.0]hexane-3-carboxylate O1C(CCCC1)N1N=CC(=C1)C1=CC=C(C2=C1N=CS2)C2=CC=C(N=N2)NC2C1CN(CC21)C(=O)OC(C)(C)C